tert-butyl-(2S,5S)-4-(2-ethoxy-1-(4-fluorophenyl)-2-oxoethyl)-5-(hydroxymethyl)-2-methylpiperazine C(C)(C)(C)N1[C@H](CN([C@@H](C1)CO)C(C(=O)OCC)C1=CC=C(C=C1)F)C